(S)-N-(3-(2-(2-methylazetidin-1-yl)-6,7-dihydro-5H-cyclopenta[d]pyrimidin-4-yl)phenyl)acetamide C[C@@H]1N(CC1)C=1N=C(C2=C(N1)CCC2)C=2C=C(C=CC2)NC(C)=O